BrC1=C(C=CC=C1)CC(=O)NC1=CC(=C(C=C1)C=1C=NC(=CC1)Cl)S(N)(=O)=O 2-(2-bromophenyl)-N-[4-(6-chloropyridin-3-yl)-3-sulfamoylphenyl]acetamide